ALUMINIUM PHOSPHITE P([O-])([O-])[O-].[Al+3]